2-((6-chloropyridin-3-yl)oxy)acetic acid ClC1=CC=C(C=N1)OCC(=O)O